SC=1N=C(C2=C(N1)COC2)O 2-sulfanyl-5H,7H-furo[3,4-d]pyrimidin-4-ol